6-fluoro-7-(2-fluorophenyl)-1-(4-methyl-6-(2-propanyl)-5-pyrimidinyl)-4-((2S)-2-methyl-4-(2-propenoyl)-1-piperazinyl)pyrido[2,3-d]pyrimidin-2(1H)-one FC1=CC2=C(N(C(N=C2N2[C@H](CN(CC2)C(C=C)=O)C)=O)C=2C(=NC=NC2C(C)C)C)N=C1C1=C(C=CC=C1)F